BrC1=CC=C(C=C1)C(C)(C)N1CCOCC1 4-[1-(4-bromophenyl)-1-methyl-ethyl]Morpholine